N-((1r,4r)-4-(3-chloro-4-cyanophenoxy)cyclohexyl)-6-(4-(4-((3-(2,4-dioxotetrahydropyrimidin-1(2H)-yl)pyridin-4-yl)methyl)piperazin-1-yl)piperidin-1-yl)pyridazine-3-carboxamide ClC=1C=C(OC2CCC(CC2)NC(=O)C=2N=NC(=CC2)N2CCC(CC2)N2CCN(CC2)CC2=C(C=NC=C2)N2C(NC(CC2)=O)=O)C=CC1C#N